C(C1=CC=CC=C1)(=O)O[C@H]1C(O[C@@H](C[C@@H]1N(C)C)C)O[C@H]([C@H]([C@@H]([C@H](C(=O)O)C)O)C)[C@](C[C@H](CO)C)(C)OC (2R,3S,4S,5R,6R,8R)-5-(((3R,4S,6R)-3-(benzoyloxy)-4-(dimethylamino)-6-methyltetrahydro-2H-pyran-2-yl)oxy)-3,9-dihydroxy-6-methoxy-2,4,6,8-tetramethylnonanoic acid